ClC=1C=CC(=C2C=NN(C12)COCC[Si](C)(C)C)C1=NN(N=C1)CC1CC1 7-chloro-4-[2-(cyclopropylmethyl)-1,2,3-triazol-4-yl]-1-{[2-(trimethylsilyl)ethoxy]methyl}indazole